[I-].N(=[N+]=[N-])CCOCCOC1=[N+](C2=C(N1C(C)C)C=CC=C2)C(C)C 2-(2-(2-Azidoethoxy)ethoxy)-1,3-diisopropyl-1H-benzo[d]imidazol-3-ium iodide